C1(=CC=CC=C1)C1=C(C(C(=O)OC)=CC(=C1)C1=CC=CC=C1)C(=O)OC dimethyl 3,5-diphenylphthalate